C(C)(=O)O[C@H]1[C@H](NC(CBr)=O)[C@@H](OC(C)=O)[C@@H](OC(C)=O)[C@H](O1)COC(C)=O N-bromoacetyl-beta-D-galactosamine tetra-O-acetate